N-methyl-N-((1-methylaziridin-2-yl)sulfonyl)glycine (9H-fluoren-9-yl)methyl-(3-((1-((2,2-diethoxyethyl)(4-methoxybenzyl)amino)-1-oxopropan-2-yl)amino)-3-oxopropyl)carbamate C1=CC=CC=2C3=CC=CC=C3C(C12)CN(C(O)=O)CCC(=O)NC(C(=O)N(CC1=CC=C(C=C1)OC)CC(OCC)OCC)C.CN(CC(=O)O)S(=O)(=O)C1N(C1)C